8-bromo-7-fluoro-4-methyl-chroman-4-ol BrC=1C(=CC=C2C(CCOC12)(O)C)F